5-formyl-4-hydroxy-N-(4-(trifluoromethyl)phenyl)benzamide C(=O)C=1C(=CC=C(C(=O)NC2=CC=C(C=C2)C(F)(F)F)C1)O